C1(=CC=CC=C1)C1=CC=C(CNS(=O)(=O)C2=CC=C(C)C=C2)C=C1 N-(4-phenylbenzyl)p-toluenesulfonamide